7-(chloromethyl)-3,9-dimethylpyrazolo[1,5-a]quinoxalin-4(5H)-one ClCC=1C=C2NC(C=3N(C2=C(C1)C)N=CC3C)=O